ClC1=CC=C(C=C1)[C@]1([C@@H](CCCCC1)N1N=CN=C1)O |r| (+-)-cis-1-(4-chlorophenyl)-2-(1H-1,2,4-triazol-1-yl)-cycloheptanol